COCN1C[C@H](CC1)C(=O)N([C@@H](C(C)C)C(=O)O)C N-((S)-1-(methoxycarbanyl)pyrrolidine-3-carbonyl)-N-methyl-L-valine